N-((3-(7-(((3S,4R)-3-fluoro-1-methylpiperidin-4-yl)amino)-3-(1,2,2-trifluorovinyl)pyrazolo[1,5-a]pyridin-2-yl)-1,2,4-oxadiazol-5-yl)methyl)cyclopropanecarboxamide F[C@H]1CN(CC[C@H]1NC1=CC=CC=2N1N=C(C2C(=C(F)F)F)C2=NOC(=N2)CNC(=O)C2CC2)C